C(C)S(=O)(=O)NC1=C(C(=O)O)C=C(C(=C1)F)F 2-(ethylsulfonamido)-4,5-difluorobenzoic Acid